NN1C(CN=C(C2=C1C=CC(=C2Cl)Cl)C2=C(C=CC=C2F)F)=O 1-amino-6,7-dichloro-5-(2,6-difluorophenyl)-3H-1,4-benzodiazepine-2-One